phosphinothiotetrahydrothiophene-1,1-dioxide PSC1S(CCC1)(=O)=O